C(CCCC)(=O)OCCCC(CCCCCCCCCCC)=O 4-oxopentadecyl valerate